NC1=C(SC2=NC(=CC(=C21)C)C)C(=O)N[C@@H]2CC=1C=CC(=NC1CC2)N2C[C@@H]([C@H](C2)OC)NC(C)=O 3-amino-N-[(6S)-2-[(3S,4S)-3-acetamido-4-methoxypyrrolidin-1-yl]-5,6,7,8-tetrahydroquinolin-6-yl]-4,6-dimethylthieno[2,3-b]pyridine-2-carboxamide